3-(dimethylamino)-N-(2-hydroxy-3-(piperidin-1-yl)propoxy)iminopropionyl chloride CN(C(CC(=O)Cl)=NOCC(CN1CCCCC1)O)C